rac-tert-butyl 3-cyclobutyl[1,4'-bipiperidine]-1'-carboxylate C1(CCC1)[C@@H]1CN(CCC1)C1CCN(CC1)C(=O)OC(C)(C)C |r|